C(CC)OC(C(=C)C)=O n-Propyl-methacrylat